(R)-6-(4-(azetidin-1-yl)phenyl)-1-(2-(2-(methoxymethyl)pyrrolidin-1-yl)benzo[d]oxazol-6-yl)-4-oxo-1,4-dihydropyridine-3-carboxylic acid N1(CCC1)C1=CC=C(C=C1)C1=CC(C(=CN1C1=CC2=C(N=C(O2)N2[C@H](CCC2)COC)C=C1)C(=O)O)=O